C(#CC)C1=C2C=NN(C2=C(C=C1)C(=O)N)C(C)C1=NC=C(C=C1)OC(F)(F)F 4-(propan-1-yn-1-yl)-1-(1-(5-(trifluoromethoxy)pyridin-2-yl)ethyl)-1H-indazole-7-carboxamide